3,7-dihydroxy-10,13-dimethylhexadecane OC(CC)CCCC(CCC(CCC(CCC)C)C)O